(6-{[3-(2,3-dichloro-6-fluorophenyl)-1-(prop-2-enoyl)azetidin-3-yl]amino}-3-methylindazol-2-yl)acetic acid ClC1=C(C(=CC=C1Cl)F)C1(CN(C1)C(C=C)=O)NC=1C=CC2=C(N(N=C2C1)CC(=O)O)C